C[C@H]1CC[C@@H](N(C1)C(C(=O)OCC(F)(F)F)=O)C1=CC(=CC=C1)N1CCN(CC1)C 2,2,2-trifluoroethyl 2-[(2R,5S)-5-methyl-2-[3-(4-methylpiperazin-1-yl)phenyl]-1-piperidyl]-2-oxo-acetate